((S)-1-(4-fluorophenyl)ethyl)-2-((R)-1-methylpyrrolidin-2-yl)acetamide FC1=CC=C(C=C1)[C@@H](C)C(C(=O)N)[C@@H]1N(CCC1)C